C1(CCC1)CN1C(=C(C2=CC=C(C=C12)C(=O)O)CC=1C=NC=C(C1)O)C 1-(cyclobutylmethyl)-3-((5-hydroxypyridin-3-yl)methyl)-2-methyl-1H-indole-6-carboxylic acid